O=S1(CC2=C(C(C3=C1C=CC=C3)N3CCN(CC3)C(=O)C=3C1=C(C=NC3)C=NN1)C=CC=C2)=O [4-(5,5-dioxo-6,11-dihydrobenzo[c][1]benzothiepin-11-yl)piperazin-1-yl]-(1H-pyrazolo[4,3-c]pyridin-7-yl)methanone